Rac-cis-1-[4-(5-bromo-2-fluoropyridin-3-yl)-4-fluoro-3-methylpiperidin-1-yl]ethan-1-one BrC=1C=C(C(=NC1)F)[C@]1([C@@H](CN(CC1)C(C)=O)C)F |r|